N(=NC(C)(C)C=1NCCN1)C(C)(C)C=1NCCN1 2,2'-Azobis[2-(2-imidazolin-2-yl)propan]